(2R,4R)-4-(benzyl(methyl)amino)-1-(tert-butoxycarbonyl)pyrrolidine-2-carboxylic acid C(C1=CC=CC=C1)N([C@@H]1C[C@@H](N(C1)C(=O)OC(C)(C)C)C(=O)O)C